FC1=C2C=CC(=NC2=CC=C1)C1=CC=C(C(=O)N)C=C1 4-(5-fluoroquinolin-2-yl)benzamide